(R)-2-(2-fluoro-4-(tetrahydrofuran-2-yl)phenyl)-N-(3-(4-fluoropiperidin-1-yl)propyl)benzo[d]imidazo[2,1-b]thiazole-7-carboxamide FC1=C(C=CC(=C1)[C@@H]1OCCC1)C=1N=C2SC3=C(N2C1)C=CC(=C3)C(=O)NCCCN3CCC(CC3)F